2-chloro-9-((1r,4r)-4-methoxycyclohexyl)-7-methyl-7,9-dihydro-8H-purin-8-one ClC1=NC=C2N(C(N(C2=N1)C1CCC(CC1)OC)=O)C